ClC=1C=C(C=C(C1O)Br)C(C(C1=CC(=C(C(=C1)Br)O)Cl)C1=CC(=C(C(=C1)Br)O)Cl)C1=CC(=C(C(=C1)Br)O)Cl 1,1,2,2-tetrakis(3-chloro-5-bromo-4-hydroxyphenyl)ethane